C(C)OC(=O)[C@@H]1N(C(CCC1)=O)CC1=NC=CC=C1C.N1(CCOCC1)C1=C(C=CC=C1)C(CCC)=O (morpholinylphenyl)-1-butanone ethyl-(2R)-1-[(3-methyl-2-pyridyl)methyl]-6-oxo-piperidine-2-carboxylate